phospho-vanadium P(=O)(=O)[V]